CN1[C@@H](CCCC1)[C@H](OC1=NN=C(C2=CC=CC=C12)O[C@H](C1=CC=CC2=CC=CC=C12)[C@H]1N(CCCC1)C)C1=CC=CC2=CC=CC=C12 1,4-Bis((R)-((S)-1-methyl-2-piperidinyl)(1-naphthyl)methoxy)phthalazine